C(C(O)C)(=O)OCCCC normal butyl lactate